tert-butyl (3S)-3-[4-[tert-butoxycarbonyl(methyl)amino]butanoyl]-3-methoxy-pyrrolidine-1-carboxylate C(C)(C)(C)OC(=O)N(CCCC(=O)[C@]1(CN(CC1)C(=O)OC(C)(C)C)OC)C